P(=O)(=O)C(CC(=O)O)(CC(C(=O)O)P(=O)=O)C(=O)O 2,4-diphosphobutane-1,2,4-tricarboxylic acid